ClC1=C(C=C(N=N1)NC([C@@H](C)NC(OC(C)(C)C)=O)=O)C1CC1 tert-butyl (R)-(1-((6-chloro-5-cyclopropylpyridazin-3-yl)amino)-1-oxopropan-2-yl)carbamate